2-(4-fluorophenyl)-3-(2-chlorophenyl)acrylonitrile FC1=CC=C(C=C1)C(C#N)=CC1=C(C=CC=C1)Cl